5-((4-(trifluoromethoxy)benzyl)oxy)-1H-1,2,3-triazole-4-carboxylic acid FC(OC1=CC=C(COC2=C(N=NN2)C(=O)O)C=C1)(F)F